C12CN(CC(N1)C2)C=2OC=1C(N2)=C(C=CC1C=1SC=CN1)C(=O)OCC ethyl 2-(3,6-diazabicyclo[3.1.1]heptan-3-yl)-7-(thiazol-2-yl)benzo[d]oxazole-4-carboxylate